COC(=O)C1=CC=C(C=C1)[C@H]1CC2(COC2)CCN1C(=O)OC(C)(C)C |r| (RS)-tert-butyl 6-(4-(methoxycarbonyl)phenyl)-2-oxa-7-azaspiro[3.5]nonane-7-carboxylate